C1(CC1)C(=O)OCCC1=NC=C(C=C1)OCC1=C(C=CC(=C1)Br)F (1S,2S)-2-[5-(5-bromo-2-fluoro-benzyloxy)-pyridin-2-yl]Ethyl cyclopropanecarboxylate